3,5-dicarboxybenzenesulfonic acid, benzyl-triphenyl-phosphonium salt C(C1=CC=CC=C1)[P+](C1=CC=CC=C1)(C1=CC=CC=C1)C1=CC=CC=C1.C(=O)([O-])C=1C=C(C=C(C1)C(=O)[O-])S(=O)(=O)[O-].C(C1=CC=CC=C1)[P+](C1=CC=CC=C1)(C1=CC=CC=C1)C1=CC=CC=C1.C(C1=CC=CC=C1)[P+](C1=CC=CC=C1)(C1=CC=CC=C1)C1=CC=CC=C1